NCCCCOC1=C(C=C(C=N1)NC(=O)C=1C=NN(C1C(F)(F)F)C1=CN=CC2=CC=CC=C12)C#N N-(6-(4-Aminobutoxy)-5-cyanopyridin-3-yl)-1-(isochinolin-4-yl)-5-(trifluoromethyl)-1H-pyrazol-4-carboxamid